C1(=CC=CC2=CC=CC=C12)NC=O 1-naphthyl-formamide